(RS)-3-[4-((R)-2-Phenyl-propionylamino)-phenyl]-pyrrolidine-1-carboxylic acid C1(=CC=CC=C1)[C@H](C(=O)NC1=CC=C(C=C1)[C@@H]1CN(CC1)C(=O)O)C |&1:16|